The molecule is an isocyanate comprising a benzene core with isocyanato and methyl substituents para to each other. It has a role as a hapten and an allergen. It is a member of isocyanates and a member of toluenes. CC1=CC=C(C=C1)N=C=O